C(#N)CC1N(CCN(C1)C=1C2=C(N=C(N1)OC[C@H]1N(CCC1)C)CNCC2)C(=O)OC(C)(C)C tert-butyl 2-(cyanomethyl)-4-(2-[[(2S)-1-methylpyrrolidin-2-yl]methoxy]-5,6,7,8-tetrahydropyrido[3,4-d]pyrimidin-4-yl)piperazine-1-carboxylate